N-formyl-4-(3-(1-(4-methylbenzenesulfonyl)-1H-indol-3-yl)pyrrolidin-1-yl)butanamide C(=O)NC(CCCN1CC(CC1)C1=CN(C2=CC=CC=C12)S(=O)(=O)C1=CC=C(C=C1)C)=O